bisimidazolyl-aminocarboxylic acid N1C(=NC=C1)N(C(=O)O)C=1NC=CN1